CC1=CCC(N1CC1=CC=C(C=C1)C1=NOC(=N1)C(F)(F)F)=O 5-methyl-1-[[4-[5-(trifluoromethyl)-1,2,4-oxadiazol-3-yl]phenyl]methyl]pyrrol-2-one